3-methoxy-5-(1H-pyrazol-1-yl)aniline COC=1C=C(N)C=C(C1)N1N=CC=C1